2-methyl-3-(pyrimidin-4-yl)cyclopropane-1-carboxylic acid CC1C(C1C1=NC=NC=C1)C(=O)O